The molecule is a magnesium porphyrin, a methyl ester and a dicarboxylic acid monoester. It derives from a magnesium protoporphyrin 13-monomethyl ester. It is a conjugate acid of a magnesium 13(1)-oxoprotoporphyrin 13-monomethyl ester(1-). CC\\1=C(/C/2=C/C3=[NH+]/C(=C\\C4=C(C(=C([N-]4)/C=C\\5/C(=C(C(=[NH+]5)/C=C1\\[N-]2)C)CCC(=O)O)C(=O)CC(=O)OC)C)/C(=C3C)C=C)C=C.[Mg+2]